butenyl-tris(trimethylsiloxy)silane C(=CCC)[Si](O[Si](C)(C)C)(O[Si](C)(C)C)O[Si](C)(C)C